C(C(C(F)(F)F)F)(C(C(F)(F)F)(F)F)F 2,3-dihydrodecafluoropentane